ClP1(OCC(CO1)(C)C)=O 2-chloro-5,5-dimethyl-2-oxo-1,3,2-dioxaphosphorinane